FC1=C(C=CC(=C1)F)C1=NC=C2N1C=CN=C2N2C[C@H]1NC3=CC=CC(NC4=CC=NC=C4CCCN(C([C@@H]2C1)=O)C)=N3 (3S,6S)-5-[3-(2,4-difluorophenyl)imidazo[1,5-a]pyrazin-8-yl]-8-methyl-2,5,8,14,18,23-hexazatetracyclo[17.3.1.13,6.012,17]tetracosa-1(22),12,14,16,19(23),20-hexaen-7-one